O=C1NC(CCC1N1C(C2=CC=CC(=C2C1=O)NCCCCOCCOCCOCC(COCC(=O)N)C)=O)=O (2-((2-(2,6-dioxopiperidin-3-yl)-1,3-dioxoisoindolin-4-yl)amino)ethyl)-11-methyl-3,6,9,13-tetraoxapentadecan-15-amide